N=1CC(N=CC=CC1)=O [1,4]diazocin-3(2H)-one